(6,7-dimethoxy-3,4-dihydroisoquinolin-2(1H)-yl)(3-selenocyanophenyl)methanone COC=1C=C2CCN(CC2=CC1OC)C(=O)C1=CC(=CC=C1)[Se]C#N